C(CCCCCCCCCCC)[N-]CCCCCCCCCCCC.[Na+] sodium dilauryl-amide